O1C2=C(C=C1)C(CCCC2)=O 5,6,7,8-Tetrahydro-4H-cyclohepta[b]furan-4-one